C1(CCCC1)N1N=CN=C1C1=NC=CC=C1C(F)(F)F 1-cyclopentyl-5-[3-(trifluoromethyl)pyridin-2-yl]-1H-1,2,4-triazol